8-chloro-3-methyl-3-(2-pyridyl)-6-(pyrimidin-4-ylamino)-2H-imidazo[1,5-a]pyridine-1,5-dione ClC1=C2N(C(C(=C1)NC1=NC=NC=C1)=O)C(NC2=O)(C2=NC=CC=C2)C